CN1C=2N(CCC(C1=O)NC(OC(C)(C)C)=O)N=C(C2)CCN2CCOCC2 tert-butyl (4-methyl-2-(2-morpholinoethyl)-5-oxo-5,6,7,8-tetrahydro-4H-pyrazolo[1,5-a][1,3]diazepin-6-yl)carbamate